[2-(3-fluorophenyl)ethyl]({2-[(9R)-9-(pyridin-2-yl)-6-oxaspiro[4.5]decan-9-yl]ethyl})amine FC=1C=C(C=CC1)CCNCC[C@]1(CCOC2(CCCC2)C1)C1=NC=CC=C1